4-((2-acrylamidophenyl)amino)-2-((4-(4-methylpiperazin-1-yl)phenyl)amino)-N-(4-phenoxyphenyl)pyrimidine-5-carboxamide C(C=C)(=O)NC1=C(C=CC=C1)NC1=NC(=NC=C1C(=O)NC1=CC=C(C=C1)OC1=CC=CC=C1)NC1=CC=C(C=C1)N1CCN(CC1)C